C(=O)(OCCCC)OC(=O)OCCCC din-butyl dicarbonate